(2R)-2-[[(2S)-6-[[diphenyl(p-tolyl)methyl]amino]-2-(9H-fluoren-9-ylmethoxycarbonylamino)hexanoyl]amino]-3-tritylsulfanyl-propanoic acid C1(=CC=CC=C1)C(C1=CC=C(C=C1)C)(C1=CC=CC=C1)NCCCC[C@@H](C(=O)N[C@H](C(=O)O)CSC(C1=CC=CC=C1)(C1=CC=CC=C1)C1=CC=CC=C1)NC(=O)OCC1C2=CC=CC=C2C=2C=CC=CC12